(Z)-N-(bis(2,6-dimethoxyphenyl)phosphino)-9H-carbazole-9-carboxamide COC1=C(C(=CC=C1)OC)P(NC(=O)N1C2=CC=CC=C2C=2C=CC=CC12)C1=C(C=CC=C1OC)OC